2-(4-(trifluoromethyl)pyridin-2-yl)acetonitrile FC(C1=CC(=NC=C1)CC#N)(F)F